CC=1N=C(SC1C)C(=O)OCCCN1N=C(C=2C(NCC3(CCOCC3)CC21)=O)CC 3-(3-ethyl-4-oxo-spiro[6,8-dihydro-5H-pyrazolo[4,3-c]azepine-7,4'-tetrahydropyran]-1-yl)propyl 4,5-dimethylthiazole-2-carboxylate